Benzenesulfonyl-xanthene C1(=CC=CC=C1)S(=O)(=O)C1=CC=CC=2OC3=CC=CC=C3CC12